[Si](C)(C)(C(C)(C)C)OC[C@H]1NCC(C1)(F)F (S)-2-(((tert-butyldimethylsilyl)oxy)methyl)-4,4-difluoropyrrolidine